O=C(OCOCN(C)C)N(CC1=CC=C(C=C1)OC)CC1=CC=C(C=C1)N(C)C 5-oxo-7-(4-methoxyphenyl)-6-(4-dimethylaminobenzyl)-2,4-dioxa-6-aza-heptyl-N,N-dimethylamine